1-[4-[2-(2,3-dihydroxypropoxy)-7-(3-hydroxy-1-naphthyl)-6,8-dihydro-5H-pyrido[3,4-d]pyrimidin-4-yl]piperazin-1-yl]prop-2-en-1-one OC(COC=1N=C(C2=C(N1)CN(CC2)C2=CC(=CC1=CC=CC=C21)O)N2CCN(CC2)C(C=C)=O)CO